tert-butyl-rel-(1S,5S)-4-methyl-7-oxo-1-({2,3',5'-trifluoro-[1,1'-biphenyl]-3-yl}methyl)-9-oxa-2,6-diazaspiro[4.5]decane-2-carboxylate C(C)(C)(C)OC(=O)N1[C@H]([C@]2(C(C1)C)NC(COC2)=O)CC=2C(=C(C=CC2)C2=CC(=CC(=C2)F)F)F |o1:8,9|